(1S)-2,2-difluoro-N-[4-[trans-2-methylcyclopropyl]-3-pyridin-2-ylphenyl]cyclopropane-1-carboxamide FC1([C@@H](C1)C(=O)NC1=CC(=C(C=C1)[C@H]1[C@@H](C1)C)C1=NC=CC=C1)F